[Cl-].[N+](=O)([O-])C1=C2C(N(C(C2=CC=C1)=O)[C@@H]1C[NH2+]CCC1)=O (S)-3-(4-nitro-1,3-dioxoisoindolin-2-yl)piperidin-1-ium chloride